3,4-Dihydro-2H-1,4-benzoxazin-6-ol O1CCNC2=C1C=CC(=C2)O